C12C(CC(CC2C(CC(C1)C(=O)O)C(=O)O)C(=O)O)C(=O)O bicyclo[4.4.0]decan-2,4,7,9-Tetracarboxylic Acid